C(=O)(O)C1C(=C(C(=C1C(=O)O)C(=O)O)C(=O)O)C(=O)O pentacarboxycyclopentadiene